1,1-bis(4-dimethylaminophenyl)ethylene CN(C1=CC=C(C=C1)C(=C)C1=CC=C(C=C1)N(C)C)C